NC=1C=2N(C3=CC(=CC=C3N1)C(=O)N(C)[C@@H]1COC3=C1C=CC(=C3F)C(F)(F)F)C=NC2 (S)-4-amino-N-(7-fluoro-6-(trifluoromethyl)-2,3-dihydrobenzofuran-3-yl)-N-methylimidazo[1,5-a]quinoxaline-8-carboxamide